oxadi-azole O1N=NC=C1